7-(8-methyl-2,3-dihydro-1H-pyrido[2,3-b][1,4]oxazin-7-yl)-N-(4-(4-methylpiperazin-1-yl)phenyl)-5,6,7,8-tetrahydropyrido[3,4-d]pyrimidin-2-amine CC1=C(C=NC=2OCCNC21)N2CC=1N=C(N=CC1CC2)NC2=CC=C(C=C2)N2CCN(CC2)C